FC1=NC=CC2=C1CC1CCC2N1C(=O)NC1=CC(=NC=C1F)C(F)(F)F (±)-1-fluoro-N-(5-fluoro-2-(trifluoromethyl)pyridin-4-yl)-6,7,8,9-tetrahydro-5H-5,8-epiminocyclohepta[c]pyridine-10-carboxamide